2-((6-(4-((2-(4-fluorophenoxy)ethyl)sulfonamido)-3-methylisoxazol-5-yl)-2-methylpyridin-3-yl)carbamoyl)cyclohexane-1-carboxylic acid FC1=CC=C(OCCS(=O)(=O)NC=2C(=NOC2C2=CC=C(C(=N2)C)NC(=O)C2C(CCCC2)C(=O)O)C)C=C1